N1=C(C=CC=C1)OCC=1C=CC2=C(SC(=C2)C(=O)O)C1 6-((pyridin-2-yloxy)methyl)benzo[b]thiophene-2-carboxylic acid